FC1=CC=C(C=C1)N1N=C(C(=C1)C(=O)NC1=NC(=C(C=C1)C=O)C(F)(F)F)C 1-(4-fluorophenyl)-N-[5-formyl-6-(trifluoromethyl)pyridin-2-yl]-3-methyl-1H-pyrazole-4-carboxamide